The molecule is a member of the class of dihydrochalcones that is the 2-C-beta-D-glucopyranide of phloroglucinol and which is substituted at position 4 by a 3-(3,4-dihydroxyphenyl)propanoyl group. A metabolite of red bush, Aspalathus linearis (and present in the herbal tea made from the leaves), aspalathin exhibits significant hypoglycemic activity. It has a role as a hypoglycemic agent, an EC 1.17.3.2 (xanthine oxidase) inhibitor, an antioxidant and a plant metabolite. It is a C-glycosyl compound, a catechol, a member of dihydrochalcones, a polyphenol and a polyketide. C1=CC(=C(C=C1CCC(=O)C2=C(C=C(C(=C2O)[C@H]3[C@@H]([C@H]([C@@H]([C@H](O3)CO)O)O)O)O)O)O)O